O=C1C=C(N=C2N1C=CC=C2)C(=O)NCC=2N=C1N(C=C(C=C1)C(F)(F)F)C2 4-oxo-N-{[6-(trifluoromethyl)imidazo[1,2-a]pyridin-2-yl]methyl}-4H-pyrido[1,2-a]pyrimidine-2-carboxamide